BrC=1C=C(C=CC1)/C=C/C(=O)C1=CC=C(OCCCC(=O)O)C=C1 4-[4-[(E)-3-(3-Bromophenyl)prop-2-enoyl]phenoxy]butanoic acid